4,4'-(1,4-phenylene)bis(1-ethylpyridin-1-ium) C1(=CC=C(C=C1)C1=CC=[N+](C=C1)CC)C1=CC=[N+](C=C1)CC